2-naphthyl-3-(phenylseleno)indole C1=C(C=CC2=CC=CC=C12)C=1NC2=CC=CC=C2C1[Se]C1=CC=CC=C1